4-[[4-[[2-(6-methyl-2-pyridyl)pyrimidin-4-yl]amino]pyrimidin-2-yl]amino]thiophene-2-carboxylic acid CC1=CC=CC(=N1)C1=NC=CC(=N1)NC1=NC(=NC=C1)NC=1C=C(SC1)C(=O)O